F[Sb-](F)(F)(F)(F)F.F[Sb-](F)(F)(F)(F)F.CC1=C(C(=C(C1(C)[Rh+2])C)C)C (pentamethyl-cyclopentadienyl)rhodium bis(hexafluoroantimonate)